C1(=CC=CC=C1)COC1CC2(CC1)OCC(NC2)=O 2-(phenylmethyloxy)-6-oxa-9-azaspiro[4.5]decan-8-one